CC(C(C)=O)CC 3-methyl-2-Pentanone